[C@H]12COC[C@H](CC(C1)OC1=C(C=C(C=C1)C#CC)C1=CC=3N(C=C1)N=C(C3)NC(=O)C3CC3)N2 N-[5-[2-[[(1R,5S)-3-oxa-9-azabicyclo[3.3.1]nonan-7-yl]oxy]-5-prop-1-ynyl-phenyl]pyrazolo[1,5-a]pyridin-2-yl]cyclopropanecarboxamide